CC(C1=CC=CC=C1)C1=C(C(=C(C=C1)O)C(C1=CC=CC=C1)C)C(C1=CC=CC=C1)C tri-(alpha-methylbenzyl)phenol